[Pt].[Sn]=O.[In] indium tin oxide platinum